9,10-bis(biphenyl-2-yl)-N-[4-(9H-carbazol-yl)phenyl]-N-phenylanthracene-2-amine C1(=C(C=CC=C1)C=1C2=CC=CC=C2C(=C2C=CC(=CC12)N(C1=CC=CC=C1)C1=CC=C(C=C1)C1=CC=CC=2C3=CC=CC=C3NC12)C1=C(C=CC=C1)C1=CC=CC=C1)C1=CC=CC=C1